(2R)-N-[(1R)-1-(2-chlorophenyl)-2-[(3,3-difluorocyclobutyl)amino]-2-oxoethyl]-1-(4-cyanopyridin-2-yl)-N-(5-fluoropyridin-3-yl)-5-oxopyrrolidine-2-carboxamide ClC1=C(C=CC=C1)[C@H](C(=O)NC1CC(C1)(F)F)N(C(=O)[C@@H]1N(C(CC1)=O)C1=NC=CC(=C1)C#N)C=1C=NC=C(C1)F